4-(4-(6-fluoro-1H-indol-3-yl)thiophen-2-yl)-4-oxobutyric acid FC1=CC=C2C(=CNC2=C1)C=1C=C(SC1)C(CCC(=O)O)=O